1-[5-[4-(3-bromo-4-fluorophenyl)-5-oxo-4,5-dihydro-1,2,4-oxadiazol-3-yl]-2-(isobutylamino)phenyl]-3-n-propylurea BrC=1C=C(C=CC1F)N1C(=NOC1=O)C=1C=CC(=C(C1)NC(=O)NCCC)NCC(C)C